C1(CC1)COC(N(C1=NC(=NC=N1)NC1=CC=CC=C1)C1=CC=CC=C1)=O phenyl-6-(phenylamino)-1,3,5-triazin-2-ylcarbamic acid cyclopropylmethyl ester